((2-azaspiro[3.3]hept-6-yl)methyl)carbamic acid tert-butyl ester C(C)(C)(C)OC(NCC1CC2(CNC2)C1)=O